COC1=C(C=C(C(=C1)Cl)OC)NCC 2,5-dimethoxy-4-chlorophenyl-ethylamine